Benzyl 2-((diethoxyphosphoryl)difluoromethyl)quinoline-7-carboxylate C(C)OP(=O)(OCC)C(C1=NC2=CC(=CC=C2C=C1)C(=O)OCC1=CC=CC=C1)(F)F